dodecane-1,4-diol C(CCC(CCCCCCCC)O)O